FC=1C=C(C=C2CCC(C12)(C)C)NC(=O)[C@H]1C=2C=CC(=NC2CCN1C(=O)C1CC(C1)CC(=O)O)OC 2-((1S,3S)-3-((R)-5-((7-fluoro-1,1-dimethyl-2,3-dihydro-1H-inden-5-yl)carbamoyl)-2-methoxy-5,6,7,8-tetrahydro-1,6-naphthyridine-6-carbonyl)cyclobutyl)acetic acid